C(CCCCCCCCCCC)N(CCCCCNC(=O)C12CC3(C(C(CC(C1)C3)(C2)C(=O)NCCCCCN(CCCCCCCCCCCC)CCCCCCCCCCCC)[2H])C(=O)NCCCCCN(CCCCCCCCCCCC)CCCCCCCCCCCC)CCCCCCCCCCCC N1,N3,N5-Tris(5-(didodecylamino)pentyl)adamantane-1,3,5-tricarboxamide-4-d